(S)-2-(6-(2-ethylphenyl)-3-(3-(5-methylpyridin-2-yloxy)pyrrolidin-1-yl)pyridin-2-yl)ethanol C(C)C1=C(C=CC=C1)C1=CC=C(C(=N1)CCO)N1C[C@H](CC1)OC1=NC=C(C=C1)C